C1(CC1)C=1N=NN(C1)[C@H](C(=O)N1[C@@H](C[C@H](C1)O)C(=O)N[C@@H](C(F)(F)F)C1=CC=C(C=C1)C1=C(N=CS1)C)C(C)(C)C (2S,4R)-1-((S)-2-(4-cyclopropyl-1H-1,2,3-triazol-1-yl)-3,3-dimethylbutanoyl)-4-hydroxy-N-((R)-2,2,2-trifluoro-1-(4-(4-methylthiazol-5-yl)phenyl)ethyl)pyrrolidine-2-carboxamide